methyl 2-(methylthio)-7-(tetrahydro-2H-pyran-3-yl)-7H-pyrrolo[2,3-d]pyrimidine-6-carboxylate CSC=1N=CC2=C(N1)N(C(=C2)C(=O)OC)C2COCCC2